C(C)(C)(C)OC(=O)NCCN N-(t-butoxycarbonyl)-ethylenediamine